2-phenoxytetraethylene glycol methacrylate C(C(=C)C)(=O)O.O(C1=CC=CC=C1)C(CO)OCCOCCOCCO